2'-bromo-4-((3,5-difluoropyridin-2-yl)methoxy)-5',6-dimethyl-2H-[1,4'-bipyridine]-2-One BrC1=NC=C(C(=C1)N1C(C=C(C=C1C)OCC1=NC=C(C=C1F)F)=O)C